(S)-2-(3-isopropyl-2-(2-methylpyridin-4-yl)-1H-indol-5-yl)-5-(thiazolidine-4-yl)-1,3,4-oxadiazole C(C)(C)C1=C(NC2=CC=C(C=C12)C=1OC(=NN1)[C@@H]1NCSC1)C1=CC(=NC=C1)C